2-[2-(4-methoxyphenyl)-vinyl]-4,6-bis-trichloromethyl-[1,3,5]triazine COC1=CC=C(C=C1)C=CC1=NC(=NC(=N1)C(Cl)(Cl)Cl)C(Cl)(Cl)Cl